C1(CC1)C=1N=CN2C1CN(CC1=C2C=C(C(=C1)F)C(=O)NC1=NC(=CC=C1)C1=NN=CN1C(C)C)C(=O)C1CCCCC1 3-cyclopropyl-5-(cyclohexylcarbonyl)-8-fluoro-N-[6-(4-isopropyl-4H-1,2,4-triazol-3-yl)pyridin-2-yl]-5,6-dihydro-4H-benzo[f]imidazo[1,5-a][1,4]diazepine-9-carboxamide